(E)-2-(4-(3-acetamidophenyl)-1H-1,2,3-triazol-1-yl)-N'-(3,4,5-trimethoxybenzylidene)acetohydrazide C(C)(=O)NC=1C=C(C=CC1)C=1N=NN(C1)CC(=O)N/N=C/C1=CC(=C(C(=C1)OC)OC)OC